4-(6-(3-((5-fluoropyridin-3-yl)oxy)azetidin-1-yl)pyridin-3-yl)-6-(2-hydroxy-2-methylpropoxy)pyrazolo[1,5-a]pyridine-3-carbonitrile FC=1C=C(C=NC1)OC1CN(C1)C1=CC=C(C=N1)C=1C=2N(C=C(C1)OCC(C)(C)O)N=CC2C#N